N-(2,5-dichloropyrimidin-4-yl)-1H-indol-7-amine ClC1=NC=C(C(=N1)NC=1C=CC=C2C=CNC12)Cl